BrC=1C(=CC2=C(OCCC3N(C2=O)[C@H](CN(C3)C(=O)OC(C)(C)C)F)C1)[N+](=O)[O-] tert-butyl (S)-9-bromo-l-1-fluoro-10-nitro-12-oxo-1,2,4,4a,5,6-hexahydro-3H,12H-benzo[b]pyrazino[1,2-e][1,5]oxazocine-3-carboxylate